(2,6-Dimethyl-4-morpholin-4-yl-phenyl)-carbamic acid 2-chloro-benzyl ester ClC1=C(COC(NC2=C(C=C(C=C2C)N2CCOCC2)C)=O)C=CC=C1